FC(C=1C=C(C=CC1)CON=C(C)C=1C=C(OCC(=O)OC)C=CC1)(F)F methyl 2-{3-[N-{[3-(trifluoromethyl)phenyl]methoxy}ethanimidoyl]phenoxy}acetate